ClC1=CC2=C(N(N=N2)S(=O)(=O)C(F)(F)F)C=C1 5-chloro-1-(trifluoromethanesulfonyl)-1H-benzotriazole